ethyl 2-chloro-4-(((1r,4r)-4-hydroxy-4-methylcyclohexyl) amino)-pyrimidine-5-carboxylate ClC1=NC=C(C(=N1)NC1CCC(CC1)(C)O)C(=O)OCC